FC(C1=NC2=C(N1C1=NC(=NC(=N1)N1CCOCC1)N[C@H](C)C1=CC=CC=C1)C=CC=C2)F (R)-4-(2-(difluoromethyl)-1H-benzo[d]imidazol-1-yl)-6-morpholino-N-(1-phenylethyl)-1,3,5-triazin-2-amine